CC(C(C)O)CCCC(CCCC(CCCC(C)C)C)C 3,7,11,15-tetra-methyl-2-hexadecane-ol